[Br-].CC1=NN(C(C1CCCCCCCCCC[P+](C1=CC=CC=C1)(C1=CC=CC=C1)C1=CC=CC=C1)=O)C1=CC=CC=C1 (10-(3-methyl-5-oxo-1-phenyl-4,5-dihydro-1H-pyrazol-4-yl)decyl)triphenylphosphonium bromide